2'-Amino-7'-oxo-5'H-spiro[cyclopropane-1,8'-pyrido[4,3-d]pyrimidine] NC=1N=CC2=C(N1)C1(C(NC2)=O)CC1